ClCC(=O)C1C(=O)OCC1 chloroacetyl-γ-butyrolactone